C1(CC1)NC(C1=C(C=C(C=C1OC)C1=CN=C2N1C=CC(=C2)OC2CCC(CC2)(F)F)OC(F)F)=O N-cyclopropyl-4-[7-(4,4-difluorocyclohexoxy)imidazo[1,2-a]pyridin-3-yl]-2-(difluoromethoxy)-6-methoxy-benzamide